[V].[Ce] Cerium-vanadium